ClC1=C(C(=CC(=C1I)Cl)Cl)CC(C)N(C(=O)C=1C(=NN(C1)C)C(F)F)OC 3-difluoromethyl-1-methyl-1H-pyrazole-4-carboxylic acid [2-(2,4,6-trichloro-3-iodophenyl)-1-methyl-ethyl]-methoxy-amide